3-chloro-5-(hydroxymethyl)cyclopentane ClC1CCC(C1)CO